C(C)(C)(C)OC(=O)N1CC(C(C1)CO)O 3-hydroxy-4-(hydroxymethyl)pyrrolidine-1-carboxylic acid tert-butyl ester